C(C)(C)(C)C1C2C=CC(C1)C2=O 5-(tert-butyl)-7-oxo-bicyclo[2.2.1]Hept-2-ene